methyl 3-azido-2,2-dimethylpropionate N(=[N+]=[N-])CC(C(=O)OC)(C)C